OC=1C=C2C=CC=C(C2=CC1)C#N 6-hydroxy-1-naphthonitrile